1-((4-Bromo-6-fluoro-1H-indol-5-yl)methyl)-6-oxo-1,6-dihydropyridine-3-carbonitrile BrC1=C2C=CNC2=CC(=C1CN1C=C(C=CC1=O)C#N)F